(20R)-cyanomethyl-4-pregnen-3-one C(#N)CCC[C@H]1CC[C@H]2[C@@H]3CCC4=CC(CC[C@]4(C)[C@H]3CC[C@]12C)=O